4-Amino-5-fluoro-1-[(2S,5S)-4-fluoro-5-(hydroxymethyl)-2,5-dihydrofuran-2-yl]pyrimidin-2-one NC1=NC(N(C=C1F)[C@H]1O[C@H](C(=C1)F)CO)=O